C1(CC1)=C1CC1 1,1'-bi(cyclopropylidene)